C(C)(C)(C)C=1C=C(CN)C=C(C1O)C(C)(C)C (3,5-di-tert-butyl-4-hydroxybenzyl)amin